NC1=NN2C(C=C(C=C2)C=2C(=C(C(=O)NCC(C(C)(O)C3=CC=C(C=C3)Cl)(F)F)C(=CC2)C)F)=N1 3-(2-amino-[1,2,4]triazolo[1,5-a]pyridin-7-yl)-N-(3-(4-chlorophenyl)-2,2-difluoro-3-hydroxybutyl)-2-fluoro-6-methylbenzamide